tert-butyl (R)-(1-(5-(3-cyano-6-ethoxypyrazolo[1,5-a]pyridin-4-yl)pyridin-2-yl)pyrrolidin-3-yl)carbamate C(#N)C=1C=NN2C1C(=CC(=C2)OCC)C=2C=CC(=NC2)N2C[C@@H](CC2)NC(OC(C)(C)C)=O